N-ethyl-N-(4-fluorophenyl)-2,4-dihydroxy-5-isopropylbenzamide C(C)N(C(C1=C(C=C(C(=C1)C(C)C)O)O)=O)C1=CC=C(C=C1)F